(3s,4r)-4-amino-1-(4-bromophenyl)sulfonyl-piperidin-3-ol N[C@H]1[C@H](CN(CC1)S(=O)(=O)C1=CC=C(C=C1)Br)O